C1=CCCC1.[Ge] germanium cyclopentene